C(C)OC(=O)C1=NNC=C1 [1H]pyrazole-3-carboxylic acid ethyl ester